FC1=NC(=CC=C1N1CCN(CC1)CC=1C(=C2NC(C=3N(C2=CC1)N=CC3F)=O)F)C#N 7-((4-(2-fluoro-6-cyanopyridin-3-yl)piperazin-1-yl)methyl)-3,6-difluoropyrazolo[1,5-a]quinoxalin-4(5H)-one